1,4-dibenzyl-piperazine C(C1=CC=CC=C1)N1CCN(CC1)CC1=CC=CC=C1